N'-(2-methylphenyl)-2-((4-oxo-2-phenyl-4H-benzopyran-3-yl)oxy)acethydrazide tert-butyl-(1R,5S)-6,8-dioxo-3,7-diazabicyclo[3.3.1]nonane-3-carboxylate C(C)(C)(C)OC(=O)N1C[C@@H]2C(NC([C@H](C1)C2)=O)=O.CC2=C(C=CC=C2)NNC(COC2=C(OC1=C(C2=O)C=CC=C1)C1=CC=CC=C1)=O